2-(difluoromethoxy)-N-(1-(4-(trifluoromethyl)benzyl)-1H-indazol-3-yl)benzamide FC(OC1=C(C(=O)NC2=NN(C3=CC=CC=C23)CC2=CC=C(C=C2)C(F)(F)F)C=CC=C1)F